CC1=NC2=C(N1C1=C3C(=NC=C1)N(C=C3)S(=O)(=O)C3=CC=CC=C3)C=C(C=C2)C#CC2(CCCCC2)O ((2-methyl-1-(1-(benzenesulfonyl)-1H-pyrrolo[2,3-b]pyridin-4-yl)-1H-benzo[d]imidazol-6-yl)ethynyl)cyclohexan-1-ol